2-chloro-7-methyl-4-(4-(5-methylbenzo[d]oxazol-2-yl)piperidin-1-yl)thieno[2,3-b]pyridin-6(7H)-one ClC1=CC2=C(N(C(C=C2N2CCC(CC2)C=2OC3=C(N2)C=C(C=C3)C)=O)C)S1